C(CCCCCCCCCCC)(=O)O.C(CCCCCCCCCCC)(=O)O.C(CCC)[Zn]CCCC dibutyl-zinc dilaurate